OC1=NN(C=CC1=O)CCC 3-hydroxy-1-propylpyridazin-4(1H)-one